benzyl (S)-2-(((tert-butoxycarbonyl)(methyl)amino)methyl)pyrrolidine-1-carboxylate C(C)(C)(C)OC(=O)N(C)C[C@H]1N(CCC1)C(=O)OCC1=CC=CC=C1